4-(4-fluorophenyl)thiazole-5-carbonitrile hydrochloride Cl.FC1=CC=C(C=C1)C=1N=CSC1C#N